C12(CC3CC(CC(C1)C3)C2)CN2N=CC(=C2C)C=2C(=C3C(=NC2)N(C=N3)C=3C=NC(=C(C3)F)NC3=NC=CC=C3)C(=O)O 6-(1-(adamantan-1-ylmethyl)-5-methyl-1H-pyrazol-4-yl)-3-(5-fluoro-6-(pyridin-2-ylamino)pyridin-3-yl)-3H-imidazo[4,5-b]pyridine-7-carboxylic acid